C(C)(C)(C)OC(=O)N(C1C=2C=CC(=NC2CCC1)C(=O)OCC)CCC1=C(C=CC=C1)OCC1=C(C=C(C=C1)C1=CC=C(C=C1)C(F)(F)F)Cl ethyl 5-{(tert-butoxycarbonyl)[2-(2-{[3-chloro-4'-(trifluoromethyl)-biphenyl-4-yl]methoxy}phenyl)ethyl]amino}-5,6,7,8-tetrahydroquinoline-2-carboxylate